N-(tert-Butoxycarbonyl)-N,β,β-trimethyl-L-phenylalanyl-N-{(3S,4E)-6-[(2,5-dioxopyrrolidin-1-yl)oxy]-2,5-dimethyl-6-oxohex-4-en-3-yl}-N,3-dimethyl-L-valinamide C(C)(C)(C)OC(=O)N([C@@H](C(C1=CC=CC=C1)(C)C)C(=O)N[C@@H](C(C)(C)C)C(=O)N(C)[C@@H](C(C)C)\C=C(\C(=O)ON1C(CCC1=O)=O)/C)C